n-pentyl 2-methylbutyrate CC(C(=O)OCCCCC)CC